3-amino-3'-fluoro-5'-(prop-1-yn-1-yl)-2H-[1,2'-bipyridine]-2-one NC=1C(N(C=CC1)C1=NC=C(C=C1F)C#CC)=O